octadeca-3,13-dien-1-ylacetate C(CC=CCCCCCCCCC=CCCCC)CC(=O)[O-]